FC(\C=C\C)F (2E)-1,1-difluoro-2-butene